tert-butyl ((1r,4r)-4-(6-(N'-hydroxycarbamimidoyl)-1-(naphthalen-1-yl)-1H-indole-2-carboxamido) cyclohexyl)carbamate ON=C(N)C1=CC=C2C=C(N(C2=C1)C1=CC=CC2=CC=CC=C12)C(=O)NC1CCC(CC1)NC(OC(C)(C)C)=O